7-methylindene-3a-carboxylic acid (3as,4s,7r,7as)-ethyl ester C(C)OC(=O)C12C=CC=C2C(=CC=C1)C